C1(CCCCC1)COC=1C=C(C=CC1)CCCN(C)C 1-(3-(cyclohexylmethoxy)phenyl)-3-(dimethylamino)propan